(1R,3S)-3-(3-((4-cyanopyridin-2-yl)amino)-1H-pyrazol-5-yl)cyclopentyl(1-methylcyclopropyl)carbamate C(#N)C1=CC(=NC=C1)NC1=NNC(=C1)[C@@H]1C[C@@H](CC1)N(C([O-])=O)C1(CC1)C